C(OCC(CCCC)CC)(OCC(CCCC)CC)=O carbonic acid, bis(2-ethylhexyl) ester